C(CCCCCCC\C=C/CCCCCCCC)NCCCNCCCN N-oleyl-N'-(3-aminopropyl)-1,3-propanediamine